FCCCN1C[C@H](CC1)OC1=CC=C(C=C1)C1=C(CCC=2C=CC(=CC12)O)C1=CC=C(C=C1)O 8-[4-[(3S)-1-(3-Fluoropropyl)pyrrolidin-3-yl]oxyphenyl]-7-(4-hydroxyphenyl)-5,6-dihydronaphthalin-2-ol